(S)-(2-(2-hydroxyphenyl)-5,6,6a,7,9,10-hexahydro-8H-pyrazino[1',2':4,5]pyrazino[2,3-c]pyridazin-8-yl)(piperazin-1-yl)methanone OC1=C(C=CC=C1)C=1C=C2C(=NN1)NC[C@@H]1N2CCN(C1)C(=O)N1CCNCC1